4-(5-methyl-7-oxo-5,6,7,8-tetrahydropteridin-4-yl)thiophene-2-carboxylic acid CN1C=2C(=NC=NC2NC(C1)=O)C=1C=C(SC1)C(=O)O